N1-(naphthalen-2-yl)-N4,N4-bis(4-(naphthalen-2-yl(phenyl)amino)phenyl)-N-phenyl-benzene-1,4-diamine C1=C(C=CC2=CC=CC=C12)N(C1=CC=C(C=C1)N(C1=CC=C(C=C1)N(C1=CC=CC=C1)C1=CC2=CC=CC=C2C=C1)C1=CC=C(C=C1)N(C1=CC=CC=C1)C1=CC2=CC=CC=C2C=C1)C1=CC=CC=C1